pyrano[4,3-d]pyrimidin-4-ol N1=CN=C(C2=C1C=COC2)O